COC1(CC=C(/C=C/C(=O)O)C=C1)O p-methoxy-trans-p-coumaric acid